bicycloheptyl-phosphinic acid chloride [PH2](=O)Cl.C1(CCCCCC1)C1CCCCCC1